2-(((tert-butylimino)methylene)amino)-3,5-difluorobenzonitrile C(C)(C)(C)N=C=NC1=C(C#N)C=C(C=C1F)F